N.[Ag].[Zn] zinc-silver ammonia